4'-(α-D-mannopyranosyloxy)-3'-methyl-5-[(methylamino)carbonyl]-[1,1'-biphenyl]-3-carboxylic acid methyl ester COC(=O)C=1C=C(C=C(C1)C(=O)NC)C1=CC(=C(C=C1)O[C@@H]1[C@@H](O)[C@@H](O)[C@H](O)[C@H](O1)CO)C